OC1CCN(CC1)C=1C=CC(=NC1)NC=1C=CC(=C2CNC(C12)=O)C1=CN=C2N1C=CC(=C2)OC 7-[[5-(4-hydroxy-1-piperidyl)-2-pyridyl]amino]-4-(7-methoxy-imidazo[1,2-a]pyridin-3-yl)isoindolin-1-one